ethyl 5-cyano-1,2,6-trimethyl-4-oxo-1,4-dihydropyridine-3-carboxylate C(#N)C=1C(C(=C(N(C1C)C)C)C(=O)OCC)=O